2-(2,6-diphenylpyridin-4-yl)-3,4,5,6-tetrakis(3-methyl-9H-carbazol-9-yl)benzonitrile C1(=CC=CC=C1)C1=NC(=CC(=C1)C1=C(C#N)C(=C(C(=C1N1C2=CC=CC=C2C=2C=C(C=CC12)C)N1C2=CC=CC=C2C=2C=C(C=CC12)C)N1C2=CC=CC=C2C=2C=C(C=CC12)C)N1C2=CC=CC=C2C=2C=C(C=CC12)C)C1=CC=CC=C1